C(C1=CC=CC=C1)N1C(C2(C(C2C1=O)C(=O)O)CC)=O 3-benzyl-1-ethyl-2,4-dioxo-3-azabicyclo[3.1.0]hexane-6-carboxylic acid